C(C)(C)(C)[Si](C)(C)OCCN1N=CC(=C1)CN1[C@H](C[C@@]2(CC1)OCCC1=C2SC(=C1)C)C tert-butyl-[2-[4-[[(2'S,7R)-2,2'-dimethylspiro[4,5-dihydrothieno[2,3-c]pyran-7,4'-piperidine]-1'-yl]methyl]pyrazol-1-yl]ethoxy]-dimethyl-silane